C(CCC)(=O)ON([C@H](C)C1=CC=CC=C1)CCNC(=O)OC(C)(C)C ((2-((tert-butoxycarbonyl) amino) ethyl) ((R)-1-phenylethyl) amino) butanoate